ClC=1C=C(C=C(C(=O)N)C1F)F 5-chloro-3,6-difluorobenzamide